N1N=C(C2=CC=CC=C12)C(=O)N1CCC(CC1)C1=C2C(=NC=C1)NC(=N2)C2CCOCC2 1H-indazol-3-yl-[4-(2-tetrahydropyran-4-yl-3H-imidazo[4,5-b]pyridin-7-yl)-1-piperidyl]methanone